Cl.N[C@H](C)C1=CC=C2C(=N1)N(C(=C2)C=2N=C1N(C(=CC(=C1)C(=O)OCC)OC)C2C)COCC[Si](C)(C)C Ethyl (R)-2-(6-(1-aminoethyl)-1-((2-(trimethylsilyl)ethoxy)methyl)-1H-pyrrolo[2,3-b]pyridin-2-yl)-5-methoxy-3-methylimidazo[1,2-a]pyridine-7-carboxylate, hydrochloride salt